OC(CC(=O)O)CNCC1=CC=C(C=C1)C1=CN=C2N1C=CC(=C2)C=2C(=C(C=CC2)C2=CC=CC=C2)C 3-hydroxy-4-((4-(7-(2-methyl-[1,1'-biphenyl]-3-yl)imidazo[1,2-a]pyridin-3-yl)benzyl)amino)butanoic acid